O1CCOC2=C1C=CC(=C2)C=2C(=NNC2)C2=C(C=C(C=C2)O)O 4-(4-(2,3-dihydro-1,4-benzodioxin-6-yl)-1H-pyrazol-3-yl)benzene-1,3-diol